ClC=1C=C2C=C(NC2=CC1)C(=O)N[C@H](C(=O)N[C@@H](C[C@H]1C(NCC1)=O)C#N)CC1CC1 5-chloro-N-[(1S)-2-[[(1S)-1-cyano-2-[(3S)-2-oxopyrrolidin-3-yl]ethyl]amino]-1-(cyclopropylmethyl)-2-oxo-ethyl]-1H-indole-2-carboxamide